C(#N)C=1C2=C(SC1NC(OC(C)(C)C)=O)C=CC=C2C2=C(C=C1C(=NC(=NC1=C2F)OC[C@@]/2(CN(CC\C2=C/F)C)C)O)C(F)(F)F tert-Butyl (3-cyano-4-(8-fluoro-2-(((S,E)-4-(fluoromethylene)-1,3-dimethylpiperidin-3-yl)methoxy)-4-hydroxy-6-(trifluoromethyl)quinazolin-7-yl)benzo[b]thiophen-2-yl)carbamate